NC(=O)N.P(=O)(O)(O)OCC(CO)(CO)CO pentaerythritol phosphate urea salt